t-butenyl vinyl ether C(=C)OC=C(C)C